2-(methoxymethyl)furan COCC=1OC=CC1